4-fluoro-1-(2-oxo-1,2,3,4-tetrahydroquinoline-7-carbonyl)-N-{phenyl[4-(propan-2-yl)phenyl]methyl}pyrrolidine-2-carboxamide FC1CC(N(C1)C(=O)C1=CC=C2CCC(NC2=C1)=O)C(=O)NC(C1=CC=C(C=C1)C(C)C)C1=CC=CC=C1